ClC1=NC=NC(=C1C(C)=O)Cl 1-(4,6-dichloropyrimidin-5-yl)ethanone